C(C(C)C)C=1C=CC(=C(C1)N1CCN(CC1)CC1=CC(N=C(N1)C)=O)C=1N=NNN1 6-[[4-[5-isobutyl-2-(2H-tetrazol-5-yl)phenyl]piperazin-1-yl]methyl]-2-methyl-1H-pyrimidin-4-one